bis(benzene) nickel [Ni].C1=CC=CC=C1.C1=CC=CC=C1